C(C)(C)(C)N1C(N(C=2C1=C1C(=NC2)N(C=C1)S(=O)(=O)C1=CC=CC=C1)C)=O 1-(tert-butyl)-3-methyl-6-(phenylsulfonyl)-3,6-dihydroimidazo[4,5-d]pyrrolo[2,3-b]pyridin-2(1H)-one